OC=1C=C(C=CC1O)/C=C/C(=O)C1=CC=C(C=C1)NC(C1=C(C=C(C=C1)F)F)=O (E)-N-(4-(3-(3,4-Dihydroxyphenyl)acryloyl)phenyl)-2,4-difluorobenzamide